N-(4-(N,N-bis(4-methoxybenzyl)sulfamoyl)-2-(cyclopentylmethyl)-2H-indazol-6-yl)-2-(2-chlorophenyl)acetamide COC1=CC=C(CN(S(=O)(=O)C=2C3=CN(N=C3C=C(C2)NC(CC2=C(C=CC=C2)Cl)=O)CC2CCCC2)CC2=CC=C(C=C2)OC)C=C1